S1C=NC2=C1C=CC(=C2)CN(C(C(=O)OC)=O)CC2OCCCC2 methyl 2-((benzo[d]thiazol-5-ylmethyl)((tetrahydro-2H-pyran-2-yl)methyl)amino)-2-oxoacetate